OC1=NC=2C=CC(=CC2C2=C1C(=NN2C2OCCCC2)C)C(=O)OC methyl 4-hydroxy-3-methyl-1-(tetrahydro-2H-pyran-2-yl)-1H-pyrazolo[4,3-c]quinoline-8-carboxylate